2-allyl-6-((1-methyl-1H-indol-5-yl)amino)-1-(6-(piperidin-4-yloxy)pyridin-2-yl)-1,2-dihydro-3H-pyrazolo[3,4-d]pyrimidin-3-one C(C=C)N1N(C2=NC(=NC=C2C1=O)NC=1C=C2C=CN(C2=CC1)C)C1=NC(=CC=C1)OC1CCNCC1